N1NNCC1 1,2,3-triazolidine